N-((1-(cyclopropylmethyl)-3-(2,6-difluoro-3,5-dimethoxyphenyl)-2-oxo-1,2,3,4-tetrahydropyrido[4,3-d]pyrimidin-7-yl)methyl)acrylamide C1(CC1)CN1C(N(CC2=C1C=C(N=C2)CNC(C=C)=O)C2=C(C(=CC(=C2F)OC)OC)F)=O